C(C)N[Si](C=C)(C)C (ethylamino)dimethyl-vinyl-silane